3-bromo-4-(difluoromethoxy)benzaldehyde BrC=1C=C(C=O)C=CC1OC(F)F